4-(3-(sec-butyl)-7-fluoro-2-methyl-2H-indazol-5-yl)-5-fluoro-N-(5-(piperazin-1-ylmethyl)pyridin-2-yl)pyrimidin-2-amine C(C)(CC)C=1N(N=C2C(=CC(=CC12)C1=NC(=NC=C1F)NC1=NC=C(C=C1)CN1CCNCC1)F)C